C(=O)(O)C(CC=1C=C(C(=O)O)C=CC1)CCC(=O)NOC(NC(C)C)=O 3-(2-Carboxy-5-(((isopropylcarbamoyl)oxy)amino)-5-oxopentyl)benzoic acid